triglycerin dipalmitate C(CCCCCCCCCCCCCCC)(=O)O.C(CCCCCCCCCCCCCCC)(=O)O.OCC(O)CO.OCC(O)CO.OCC(O)CO